4-[4-benzyloxy-1-(3,4-difluorophenyl)-2-tetrahydropyran-4-yl-indol-3-yl]3-fluoro-benzoic acid C(C1=CC=CC=C1)OC1=C2C(=C(N(C2=CC=C1)C1=CC(=C(C=C1)F)F)C1CCOCC1)C1=C(C=C(C(=O)O)C=C1)F